benzyl-(2-hydroxyethyl)dimethylammonium chloride [Cl-].C(C1=CC=CC=C1)[N+](C)(C)CCO